tert-Butyl 3-(4-(4-(1-((4-fluorophenyl)carbamoyl)cyclopropane-1-carboxamido)phenoxy)quinolin-7-yl)-2,5-dihydro-1H-pyrrole-1-carboxylate FC1=CC=C(C=C1)NC(=O)C1(CC1)C(=O)NC1=CC=C(OC2=CC=NC3=CC(=CC=C23)C=2CN(CC2)C(=O)OC(C)(C)C)C=C1